N1(C=NC=C1)C(=S)NNC(=O)C1=CC2=C(C=CCCC2)C=C1 N'-(1H-imidazole-1-thiocarbonyl)-6,7-dihydro-5H-benzo[7]annulene-3-carboxylic acid hydrazide